P(=O)(OC[N+]1=C(C(=CC=C1)C1=CC(=NO1)CC1=CC=C(C=C1)OC1=NC=CC=C1F)N)(O)[O-] (2-amino-3-(3-(4-((3-fluoropyridin-2-yl)oxy)benzyl) isoxazol-5-yl)pyridin-1-ium-1-yl)methyl hydrogen phosphate